2-cis-glucosamine OC1[C@H](N)[C@@H](O)[C@H](O)[C@H](O1)CO